tert-butyl (2S,4S)-4-amino-2-(2-(tert-butoxy)-2-oxoethyl)-piperidine-1-carboxylate N[C@@H]1C[C@H](N(CC1)C(=O)OC(C)(C)C)CC(=O)OC(C)(C)C